CN(C=1C2=C(N=CN1)N(C=C2)C(CCC(=O)OCC)=O)C2CCC(CC2)CS(NC)(=O)=O Ethyl 4-(4-(methyl((1r,4r)-4-((N-methylsulfamoyl)methyl)cyclohexyl)amino)-7H-pyrrolo[2,3-d]pyrimidin-7-yl)-4-oxobutanoate